C(CCC)OC(C(=C(C1=CC=C(C=C1)OC)C)C#N)=O α-cyano-β-methyl-4-methoxycinnamic acid butyl ester